4-(N-carbazolyl)phenyl-2,3,5,6-tetraphenylbenzene C1=CC=CC=2C3=CC=CC=C3N(C12)C1=CC=C(C=C1)C1=C(C(=CC(=C1C1=CC=CC=C1)C1=CC=CC=C1)C1=CC=CC=C1)C1=CC=CC=C1